FC1=C(C2(C3=CC=CC=C13)CCC1(CC2)OCCO1)F difluorodispiro[[1,3]dioxolane-2,1'-cyclohexane-4',1''-indene]